O1C=CC=2NC(=CC21)C(=O)N2[C@@H]([C@H]1C([C@H]1C2)(C)C)C(=O)N[C@H](C=O)C[C@H]2C(NCC2)=O (1R,2S,5S)-3-(4H-Furo[3,2-b]pyrrole-5-carbonyl)-6,6-dimethyl-N-((S)-1-oxo-3-((S)-2-oxopyrrolidin-3-yl)propan-2-yl)-3-azabicyclo[3.1.0]hexane-2-carboxamide